FC1=C(OC2=CC3=C(N=C(N=C3)NC3=C(C=C(C(=C3)[N+](=O)[O-])F)OC)N(C2=O)C2=NN(C=C2)C)C=CC(=C1)F 6-(2,4-difluorophenoxy)-2-((4-fluoro-2-methoxy-5-nitrophenyl)amino)-8-(1-methyl-1H-pyrazol-3-yl)pyrido[2,3-d]pyrimidin-7(8H)-one